CC1(N(C(C2=C1SC=C2)=O)C(C(=O)OC(C)(C)C)C)C tert-Butyl 2-(6,6-dimethyl-4-oxo-4,6-dihydro-5H-thieno[2,3-c]pyrrol-5-yl)propionate